N'-(3-(4-(difluoromethyloxy)benzyl)-2,5-dimethylphenyl)-N-methyl-N-methylformimidamide FC(OC1=CC=C(CC=2C(=C(C=C(C2)C)N=CN(C)C)C)C=C1)F